2-(isoindolin-5-yl)-1,3,4-oxadiazole 2,2,2-trifluoroethan-1-one salt FC(C=O)(F)F.C1NCC2=CC(=CC=C12)C=1OC=NN1